(S)-3-((1-(7,8-dichloro-4-(1H-imidazol-1-yl)quinolin-2-yl)pyrrolidin-2-yl)methoxy)benzoic acid ClC1=CC=C2C(=CC(=NC2=C1Cl)N1[C@@H](CCC1)COC=1C=C(C(=O)O)C=CC1)N1C=NC=C1